tert-butyl N-(5-bromo-2-pyridinyl)-N-tert-butoxycarbonyl-carbamate BrC=1C=CC(=NC1)N(C(OC(C)(C)C)=O)C(=O)OC(C)(C)C